COC1=C(C=C(C=N1)C1=CC=C2C(=NNC2=C1)C(=O)NC)C(NCC1N(CCC1)C(C(C(F)(F)F)(C)C)=O)=O 6-[6-methoxy-5-({[1-(3,3,3-trifluoro-2,2-dimethylpropan-oyl)pyrrolidin-2-yl]methyl}-carbamoyl)pyridin-3-yl]-N-methyl-1H-indazole-3-carboxamide